(S)-N-(5-(4-(5-fluoropyridin-2-yl)-2-methylpiperazin-1-yl)pyrazin-2-yl)-6-(1-methyl-1H-pyrazol-4-yl)nicotinamide FC=1C=CC(=NC1)N1C[C@@H](N(CC1)C=1N=CC(=NC1)NC(C1=CN=C(C=C1)C=1C=NN(C1)C)=O)C